2-(3,5-bis(alpha,alpha-dimethylbenzyl)-2-hydroxyphenyl)-benzotriazole CC(C1=CC=CC=C1)(C)C=1C(=C(C=C(C1)C(C1=CC=CC=C1)(C)C)N1N=C2C(=N1)C=CC=C2)O